N2-(2-methoxy-4-(1-(pyridin-3-ylmethyl)-1H-pyrazol-4-yl)phenyl)-N4-(1-(methylsulfonyl)indolin-7-yl)-7H-pyrrolo[2,3-d]pyrimidine-2,4-diamine COC1=C(C=CC(=C1)C=1C=NN(C1)CC=1C=NC=CC1)NC=1N=C(C2=C(N1)NC=C2)NC=2C=CC=C1CCN(C21)S(=O)(=O)C